FC=1C=C(C(=NC1)NC(C1=CC(=CC=C1)C(F)(F)F)=O)C(=O)N[C@H](C(C(=O)NC)=O)C[C@H]1C(N[C@@H](C1)C)=O 5-fluoro-N-[(1S)-3-(methylamino)-1-[[(3S,5R)-5-methyl-2-oxo-pyrrolidin-3-yl]methyl]-2,3-dioxo-propyl]-2-[[3-(trifluoromethyl)benzoyl]amino]pyridine-3-carboxamide